FC1(CCC(CC1)[C@@H](C(=O)NC1=NC=CC(=C1)C(COC)NC(CCC(F)(F)F)=O)NC(=O)C1=CC=NN1CC)F N-((1S)-1-(4,4-Difluorocyclohexyl)-2-((4-(2-methoxy-1-(4,4,4-trifluorobutanamido)ethyl)pyridin-2-yl)amino)-2-oxoethyl)-1-ethyl-1H-pyrazole-5-carboxamide